FC1=C(C2=C(N(C=N2)C(=O)[O-])C(=C1)F)OC(C)C 5,7-difluoro-4-isopropoxy-1H-benzo[d]imidazole-1-carboxylate